5-[tert-butoxycarbonyl(methyl)amino]pentyl methanesulfonate CS(=O)(=O)OCCCCCN(C)C(=O)OC(C)(C)C